C1(CC1)C1=NC=NC(=C1C1=NC(=C2NC=NC2=N1)NCC1=CC=C(C=C1)C=1N(C=C(N1)C(F)(F)F)C(C)C)OC(F)F 2-(4-cyclopropyl-6-(difluoromethoxy)pyrimidin-5-yl)-N-(4-(1-isopropyl-4-(trifluoromethyl)-1H-imidazol-2-yl)benzyl)-7H-purin-6-amine